2-butyltrimethylphosphonium dimethyl-phosphate COP(=O)(OC)[O-].CC(CC)[P+](C)(C)C